CC(CC)[O-] 2-butanolate